3-chloro-2-(2-chloroethoxy)-5-(2-(4-((2-methoxyoxazol-5-yl)methoxy)phenyl)propan-2-yl)benzonitrile ClC=1C(=C(C#N)C=C(C1)C(C)(C)C1=CC=C(C=C1)OCC1=CN=C(O1)OC)OCCCl